(S)-tert-butyl (3-(4-bromo-1H-pyrazol-1-yl)-2-hydroxypropyl)carbamate BrC=1C=NN(C1)C[C@H](CNC(OC(C)(C)C)=O)O